N-(2-((2-((1H-indazol-6-yl)amino)-5-bromopyrimidin-4-yl)amino)phenyl)-N-methylsulfonamide N1N=CC2=CC=C(C=C12)NC1=NC=C(C(=N1)NC1=C(C=CC=C1)N(S(=O)=O)C)Br